3-((1-(4,4-difluoro-3-(3-fluoro-1H-pyrazol-1-yl)butanoyl)-4-hydroxypiperidin-4-yl)methyl)-7-(indol-5-yl)imidazo[2,1-f][1,2,4]triazin-4(3H)-one hydrochloride Cl.FC(C(CC(=O)N1CCC(CC1)(O)CN1C=NN2C(C1=O)=NC=C2C=2C=C1C=CNC1=CC2)N2N=C(C=C2)F)F